1,2,6-O-trinonanoyl-sorbitol C(CCCCCCCC)(=O)C(O)[C@](O)([C@@H](O)[C@H](O)[C@H](O)COC(CCCCCCCC)=O)C(CCCCCCCC)=O